(R)-2-((4-acetamidophenylethyl)amino)-N-((S)-1-(((6-amino-2-methylpyridin-3-yl)methyl)amino)-1-oxopropan-2-yl)-4-phenylbutanamide dihydrochloride Cl.Cl.C(C)(=O)NC1=CC=C(C=C1)CCN[C@@H](C(=O)N[C@H](C(=O)NCC=1C(=NC(=CC1)N)C)C)CCC1=CC=CC=C1